(2S,5R)-5-(2-chlorophenyl)-1-(2',3',6'-trimethoxy-[1,1'-biphenyl]-4-carbonyl)pyrrolidine-2-carboxylic acid ClC1=C(C=CC=C1)[C@H]1CC[C@H](N1C(=O)C1=CC=C(C=C1)C1=C(C(=CC=C1OC)OC)OC)C(=O)O